C1(CC1)N1N=C(C2=C(C1=O)C(=C(C(N2C)=O)C)OS(=O)(=O)C2=CC=C(C=C2)C)C2=CC(=CC=C2)[N+](=O)[O-] 4-Methylbenzenesulfonic acid [6-cyclopropyl-1,3-dimethyl-8-(3-nitrophenyl)-2,5-dioxo-pyrido[2,3-d]pyridazin-4-yl] ester